4-[(3-Ethylphenoxyethylthio)methyl]1,3-dihydroimidazol-2-one C(C)C=1C=C(OCCSCC=2NC(NC2)=O)C=CC1